FC1=C(C=CC=C1)CS(=O)(=O)NC1=C(C(=C(C=C1F)C1=CC2=C(N=C(N=C2)NC2CNCC(C2)O)N(C1=O)C(C)C)F)F 1-(2-fluorophenyl)-N-(2,3,6-trifluoro-4-(2-((5-hydroxypiperidin-3-yl)amino)-8-iso-propyl-7-oxo-7,8-dihydropyrido[2,3-d]-pyrimidin-6-yl)phenyl)-methanesulfonamide